3-(3-Methylbut-3-enyl)quinazolin-4(3H)-one CC(CCN1C=NC2=CC=CC=C2C1=O)=C